3-(1-(4-(2,6-bis(benzyloxy)pyridin-3-yl)-2-fluorophenyl)piperidin-4-yl)propionic acid C(C1=CC=CC=C1)OC1=NC(=CC=C1C1=CC(=C(C=C1)N1CCC(CC1)CCC(=O)O)F)OCC1=CC=CC=C1